Cl.FC=1C=C(NC2C(NC(CC2)=O)=O)C=C(C1N1CCNCC1)F 3-(3,5-difluoro-4-piperazin-1-yl-anilino)piperidine-2,6-dione hydrochloric acid salt